FC(F)F Trifluoro-methan